7-(4-fluoro-3-methoxyphenyl)-5,6,7,8-tetrahydro-2,7-naphthyridine-3-carboxylic acid FC1=C(C=C(C=C1)N1CCC=2C=C(N=CC2C1)C(=O)O)OC